C(C1=CC=CC=C1)OC=1C=C(C=O)C=CC1Br 3-(benzyloxy)-4-bromobenzaldehyde